ClC1=C(C(=CC=C1)OC)C1=NC=C(C(=N1)OC)C(=O)N (2-chloro-6-methoxyphenyl)-4-methoxypyrimidine-5-carboxamide